COC1=NC=NC=C1CN 1-(4-methoxypyrimidin-5-yl)methanamine